tert-butyl (2-(2-oxopyrrolidin-3-yl)propan-2-yl)carbamate O=C1NCCC1C(C)(C)NC(OC(C)(C)C)=O